C1(CC1)[C@H](C1=CC=2N(N=C1)C=C(N2)[C@@H](NC(C2=CC=CC=C2)=O)C2CCC(CC2)(F)F)NC(CC(C(F)(F)F)C(F)(F)F)=O |o1:3| N-((S)-(7-((R*)-Cyclopropyl(4,4,4-trifluoro-3-(trifluoromethyl)butanamido)methyl)imidazo[1,2-b]pyridazin-2-yl)(4,4-difluorocyclohexyl)methyl)benzamide